tert-butyl 5-(bromomethyl)-3-isopropyl-2,4-dioxo-pyrimidine-1-carboxylate BrCC=1C(N(C(N(C1)C(=O)OC(C)(C)C)=O)C(C)C)=O